1-(3-methoxy-4-nitrophenyl)piperidin-3-ol COC=1C=C(C=CC1[N+](=O)[O-])N1CC(CCC1)O